ClC=1C=CC(=C2C=NNC12)C=1N(N=C2C1CN(CC2)C2=NC=C(C=N2)C2CC2)C2=C(C=CC=C2CC)CC 3-(7-chloro-1H-indazol-4-yl)-5-(5-cyclopropylpyrimidin-2-yl)-2-(2,6-diethylphenyl)-4,5,6,7-tetrahydro-2H-pyrazolo[4,3-c]pyridine